C1(=CC(=CC=C1)C1SCCCS1)C 2-(m-tolyl)-1,3-dithiane